CC(C#CC1=CC=C(C=C1)C1=C(C=CC=C1)NC(=O)C=1C(=NN(C1F)C)C)(C)C N-[4'-(3,3-dimethylbut-1-yn-1-yl)biphenyl-2-yl]-5-fluoro-1,3-dimethyl-1H-pyrazole-4-carboxamide